tert-butyl (1-(4-(2-oxo-4-(3-phenylpiperazine-1-carboxamido)pyrimidin-1(2H)-yl)benzyl)piperidin-4-yl)carbamate O=C1N(C=CC(=N1)NC(=O)N1CC(NCC1)C1=CC=CC=C1)C1=CC=C(CN2CCC(CC2)NC(OC(C)(C)C)=O)C=C1